CC1=C(C(NC(=C1)C)=O)CNC(=O)C=1C=C(C=C(C1C)N(C1CCOCC1)CC)C1=CC=C(C=C1)CN1CC(C1)F N-((4,6-dimethyl-2-oxo-1,2-dihydropyridin-3-yl)methyl)-5-(ethyl-(tetrahydro-2H-pyran-4-yl)amino)-4'-((3-fluoroazetidin-1-yl)methyl)-4-methyl-[1,1'-biphenyl]-3-carboxamide